2,3-dihydropyrane O1CCCC=C1